3-((3-exo)-3-((7-((1H-pyrazol-3-yl)amino)-1,6-naphthyridin-5-yl)amino)-8-azabicyclo[3.2.1]octan-8-yl)propionitrile N1N=C(C=C1)NC1=NC(=C2C=CC=NC2=C1)NC1CC2CCC(C1)N2CCC#N